Cl.FC1=C(OCCOCCOCCOCCN)C(=CC=C1F)C=1N=C(SC1)N1CCOCC1 2-(2-(2-(2-(2,3-Difluoro-6-(2-morpholinothiazol-4-yl)phenoxy)ethoxy)ethoxy)ethoxy)ethan-1-amine hydrochloride